S(=O)(C1=CC(=C(C=C1C)O)C(C)(C)C)C1=CC(=C(C=C1C)O)C(C)(C)C 4,4'-sulfinyl-bis(2-tert-butyl-5-methylphenol)